O=C1N(CC2=CC(=CC=C12)C=1CCNCC1)C1C(NC(CC1)=O)=O 3-(1-Oxo-5-(1,2,3,6-tetrahydropyridin-4-yl)isoindoline-2-yl)piperidine-2,6-dione